BrC1=CC(=C(\C=C/2\ON(OS2)CCCCCCC(=O)NO)C=C1)OC (Z)-7-(5-(4-bromo-2-methoxybenzylidene)-2,4-dioxathiazolidin-3-yl)-N-hydroxyheptanamide